(+/-)-(cis)-Benzyl 3-((tert-butoxycarbonyl)amino)-4-ethoxypiperidine-1-carboxylate C(C)(C)(C)OC(=O)N[C@@H]1CN(CC[C@@H]1OCC)C(=O)OCC1=CC=CC=C1 |r|